di-ethylene glycol monoethyl ether C(C)OCCOCCO